N-[3-(2,3-dioxo-2,3,7,8,9,10-hexahydro-1H-benzo[f]quinoxalin-4-yl)phenyl]-8-quinolinesulfonamide hydrochloride Cl.O=C1C(N(C=2C=CC3=C(C2N1)CCCC3)C=3C=C(C=CC3)NS(=O)(=O)C=3C=CC=C1C=CC=NC31)=O